BrC=1C=C(C=2N(C1)C(=CN2)C2CCNCC2)F 6-bromo-8-fluoro-3-piperidin-4-ylimidazo[1,2-a]pyridine